N1=C(C=CC=C1)C(=O)[O-].N1=C(C=CC=C1)C(=O)[O-].[B+2] boron dipicolinate